O1C2=C(OCC1)C=C(C=C2)NC2=NC=C(C(=N2)NC2=CC(=CC=C2)OC)C(F)(F)F N2-(2,3-dihydrobenzo[b][1,4]dioxin-6-yl)-N4-(3-methoxyphenyl)-5-(trifluoromethyl)pyrimidine-2,4-diamine